tert-butyl 1-[5-[3-[3-[[ethyl(methyl)sulfamoyl]amino]-2,6-difluoro-benzoyl]-1H-pyrrolo[2,3-b]pyridin-5-yl]pyrimidin-2-yl]piperidine-4-carboxylate C(C)N(S(=O)(=O)NC=1C(=C(C(=O)C2=CNC3=NC=C(C=C32)C=3C=NC(=NC3)N3CCC(CC3)C(=O)OC(C)(C)C)C(=CC1)F)F)C